2-(3-(2-(2-Aminoethoxy)ethoxy)propionylamino)-N-(1-methyl-1H-pyrazol-3-yl)benzamide NCCOCCOCCC(=O)NC1=C(C(=O)NC2=NN(C=C2)C)C=CC=C1